CC1(OB(OC1(C)C)[C@@H]1[C@H](C1)C1=CC=C(C=N1)C#N)C 6-[(1S,2S)-2-(4,4,5,5-tetramethyl-1,3,2-dioxaborolan-2-yl)cyclopropyl]pyridine-3-carbonitrile